P(=O)(O)(O)[O-].[Na+] sodium di-hydrogen phosphate